4-amino-7-(tert-butyl)-7H-pyrrolo[2,3-d]pyrimidine-5-carboxylic acid NC=1C2=C(N=CN1)N(C=C2C(=O)O)C(C)(C)C